rac-(7S)-7-tert-butyl-N-[rac-(1R)-3-(4-hydroxy-1-piperidyl)-1-[4-(4-methyl-1,2,4-triazol-3-yl)phenyl]propyl]-5,6,7,8-tetrahydrothiazolo[5,4-b]quinoline-2-carboxamide C(C)(C)(C)[C@@H]1CC=2C=C3C(=NC2CC1)SC(=N3)C(=O)N[C@H](CCN3CCC(CC3)O)C3=CC=C(C=C3)C3=NN=CN3C |r|